ClC=1N=C(C2=C(N1)N=C(C=C2)C)[C@@H]2C[C@H](C2)C(F)(F)F 2-chloro-7-methyl-4-(trans-3-(trifluoromethyl)cyclobutyl)pyrido[2,3-d]pyrimidine